tert-butyl 4-[1-(2,6-dioxo-3-piperidyl)-5-fluoro-indolin-4-yl]piperidine-1-carboxylate O=C1NC(CCC1N1CCC2=C(C(=CC=C12)F)C1CCN(CC1)C(=O)OC(C)(C)C)=O